C(C)(C)(C)OC(=O)N1CCC(CC1)N1C(N(C2=C1C=CC(=C2)C(F)(F)F)CC2=C(C=C(C=C2)C=2OC(=NN2)C(F)F)F)=O 4-(3-(4-(5-(difluoromethyl)-1,3,4-oxadiazol-2-yl)-2-fluorobenzyl)-2-oxo-5-(trifluoromethyl)-2,3-dihydro-1H-benzo[d]imidazol-1-yl)piperidine-1-carboxylic acid tert-butyl ester